C1(=CC=CC=C1)C1=NOC(=N1)C=1C=CC(N(C1)CC=1C=NC=CC1)=O 5-(3-phenyl-1,2,4-oxadiazol-5-yl)-1-(pyridin-3-ylmethyl)pyridin-2(1H)-one